C1(CC1)C=1N=CN(C1)C=1C(=CC(=C(C(=O)NC2=NC(=CC=C2)C=2N3C(=NN2)CC[C@H]3C(F)(F)F)C1)F)C (S)-5-(4-cyclopropyl-1H-imidazol-1-yl)-2-fluoro-4-methyl-N-(6-(5-(trifluoromethyl)-6,7-dihydro-5H-pyrrolo[2,1-c][1,2,4]triazol-3-yl)pyridin-2-yl)benzamide